Cl\C=C/C(F)(Cl)Cl Z-1,3,3-trichloro-3-fluoropropene